2-(1-((2s,3r)-2-((2,3-dihydro-1H-inden-2-yl)oxy)-3-(3,5-dimethoxy-4-methylphenyl)-3-hydroxypropyl)-4-(methoxycarbonyl)-1H-pyrrol-3-yl)acetic acid C1C(CC2=CC=CC=C12)O[C@@H](CN1C=C(C(=C1)C(=O)OC)CC(=O)O)[C@H](O)C1=CC(=C(C(=C1)OC)C)OC